COC=1C(=C2C=CN(C2=C(C1)C)C(=O)OC(C)(C)C)CN1C(CN(CC1)CC(F)(F)F)C1=CC(=C(C=C1)C(=O)OC)OC tert-butyl 5-methoxy-4-((2-(3-methoxy-4-(methoxycarbonyl)phenyl)-4-(2,2,2-trifluoroethyl)piperazin-1-yl)methyl)-7-methyl-1H-indole-1-carboxylate